dimethyl-isopropyl-methoxysilane C[Si](OC)(C(C)C)C